N[C@H](C(=O)O)CCCCNC(NC[C@H](CC(=O)O)O)=O (2S)-2-amino-6-({[(2S)-3-carboxy-2-hydroxypropyl]carbamoyl}amino)hexanoic acid